COC1=CC=C(C=C1)N1[C@@H]2CC([C@H](C1)CC2)=O (1S,4S)-2-(4-methoxyphenyl)-2-azabicyclo[2.2.2]octan-5-one